Difluoroboron (S)-quinuclidin-3-yl-((R)-2,2-dimethyl-6-(4-propoxyphenyl)-1,2,3,4-tetrahydronaphthalen-1-yl)carbamate N12C[C@H](C(CC1)CC2)N(C([O-])=O)[C@@H]2C(CCC1=CC(=CC=C21)C2=CC=C(C=C2)OCCC)(C)C.F[B+]F